1-(2-(pyrrolidin-1-yl)ethyl)piperazine N1(CCCC1)CCN1CCNCC1